C1(CC1)NCCCOC=1C=C2C(=NC=NC2=CC1OC)C1=CC=C(C=C1)NC(CC1=CC=C(C=C1)C(F)(F)F)=O N-(4-(6-(3-(cyclopropylamino)propoxy)-7-methoxyquinazolin-4-yl)phenyl)-2-(4-(trifluoromethyl)phenyl)acetamide